S(=O)(C1=CC=C(C=C1)N)(=O)[O-].[Au+3].[Na+].S(=O)(C1=CC=C(C=C1)N)(=O)[O-].S(=O)(C1=CC=C(C=C1)N)(=O)[O-].S(=O)(C1=CC=C(C=C1)N)(=O)[O-] sodium gold sulfanilate